(E)-3-(phenylsulfonyl)-1-(p-iodophenyl)-2-propen-1-one C1(=CC=CC=C1)S(=O)(=O)/C=C/C(=O)C1=CC=C(C=C1)I